(R)-4-amino-N-((5-cyanopyridin-2-yl)methyl)-N-(1-fluoroprop-2-yl)-1,3-dihydrofuro[3,4-c]Quinoline-8-carboxamide NC1=NC=2C=CC(=CC2C2=C1COC2)C(=O)N([C@@H](CF)C)CC2=NC=C(C=C2)C#N